N1(CCCCC1)[C@@H]1C[C@@H](N(C1)C(=O)OC(C)(C)C)C(=O)O[Li] 1-tert-butyl 2-lithio (2R,4R)-4-(piperidin-1-yl)pyrrolidine-1,2-dicarboxylate